5-(4,4,5,5-tetramethyl-1,3,2-dioxaborolan-2-yl)-2-(2,2,2-trifluoroethoxy)pyrimidine CC1(OB(OC1(C)C)C=1C=NC(=NC1)OCC(F)(F)F)C